(9H-fluoren-9-yl)methyl (S)-(2-(((morpholin-2-ylmethoxy)methyl)amino)-2-oxoethyl)carbamate N1C[C@H](OCC1)COCNC(CNC(OCC1C2=CC=CC=C2C=2C=CC=CC12)=O)=O